cosAN CCCCCCCCCCCCCCCCCCCC